NC=1C(=NN(C1)C1CCC(CC1)C(=O)OC)C(C)(C)O methyl 4-[4-amino-3-(1-hydroxy-1-methyl-ethyl) pyrazol-1-yl]cyclohexanecarboxylate